C(C1=CC=CC=C1)N1CC2=C(N=C(N=C2)C2=C(C=C(C=C2)C2=NC(=CN=C2)Br)OC)CC1 6-benzyl-2-(4-(6-bromopyrazin-2-yl)-2-methoxyphenyl)-5,6,7,8-tetrahydropyrido[4,3-d]pyrimidine